perfluoroheptene C(=C(F)F)(C(C(C(C(C(F)(F)F)(F)F)(F)F)(F)F)(F)F)F